(2S)-2-Cyclopropyl-10-((2-(4,4-difluoro-3,5-dimethylpiperidin-1-yl)-5-chloropyridin-4-yl)amino)-3,3-difluoro-7-methyl-1,2,3,4-tetrahydro-[1,4]oxazepino[2,3-c]chinolin-6(7H)-on C1(CC1)[C@@H]1NC2=C(C(N(C=3C=CC(=CC23)NC2=CC(=NC=C2Cl)N2CC(C(C(C2)C)(F)F)C)C)=O)OCC1(F)F